(S)-(3-Fluorophenyl)((2R,5S)-5-(((S)-piperidin-3-yl)methyl)pyrrolidin-2-yl)methanol dihydrochloride Cl.Cl.FC=1C=C(C=CC1)[C@H](O)[C@@H]1N[C@@H](CC1)C[C@H]1CNCCC1